1-(3-pyridinyl)-1-ethanol N1=CC(=CC=C1)C(C)O